BrCC(=O)C=1C=C(C2=C(C=C(O2)C)C1)I 2-Bromo-1-(7-iodo-2-methylbenzofuran-5-yl)ethan-1-one